C(C)(=O)N1CCC(=CC1)C=1N=C2N(C(C1)=O)C=C(C=C2[C@@H](C)NC2=C(C(=O)O)C=CC=C2)C (R)-2-((1-(2-(1-acetyl-1,2,3,6-tetrahydropyridin-4-yl)-7-methyl-4-oxo-4H-pyrido[1,2-a]pyrimidin-9-yl)ethyl)amino)benzoic acid